C(C)OC(=O)C=1N=CN(C1)[C@@H](C)C1=CC=NC=C1 1-[(1S)-1-(4-pyridinyl)ethyl]-1H-imidazole-4-carboxylic acid ethyl ester